9H-fluorene-2-carboxamide C1=C(C=CC=2C3=CC=CC=C3CC12)C(=O)N